5-chloro-N-(1-hydroxy-3H-2,1-benzoxaborol-5-yl)-4-methyl-sulfonyl-pyrimidin-2-amine ClC=1C(=NC(=NC1)NC=1C=CC2=C(COB2O)C1)S(=O)(=O)C